C(C)(=O)N1[C@H]([C@@H]([C@H](C2=CC(=CC=C12)C(=O)NCCN(C(OC(C)(C)C)=O)C)NC1=NC(=CC=C1)C)C)C1CC1 tert-butyl (2-((2S,3R,4R)-1-acetyl-2-cyclopropyl-3-methyl-4-((6-methylpyridin-2-yl)amino)-1,2,3,4-tetrahydroquinoline-6-carboxamido)ethyl)(methyl)carbamate